CC(C)CC(CC(CC(C)C)C)O 2,6,8-trimethyl-4-nonanol